C(C(=C)C)(=O)OCCC propyl methacrylate